5-(3-hydroxyprop-1-en-1-yl)-2-methoxyresorcinol OCC=CC=1C=C(C(=C(O)C1)OC)O